C(C)(C)OC=1C(=CC2=C(N=CS2)C1)C(=O)NC=1C(N(C=CC1)C)=O 5-isopropoxy-N-(1-methyl-2-oxo-1,2-dihydropyridin-3-yl)benzo[d]thiazole-6-carboxamide